C(N)(OCCCCCCCCCCCC)=O dodecanyl carbamate